C(C)OC(CC(C)C)=O Isopentanoic acid ethyl ester